FC(C1=CC=C(C=N1)NC1=NC=CC=C1C=1CCNCC1)(F)F N-(6-(trifluoromethyl)pyridin-3-yl)-1',2',3',6'-tetrahydro-[3,4'-bipyridin]-2-amine